N-(2-cyano-2'-fluoro-3'-methoxybiphenyl-3-yl)-5-(2-hydroxyethyl)-1-methyl-4,5,6,7-tetrahydro-1H-imidazo[4,5-c]pyridine-2-carboxamide C(#N)C1=C(C=CC=C1NC(=O)C=1N(C2=C(CN(CC2)CCO)N1)C)C1=C(C(=CC=C1)OC)F